(2-chloro-ethyl)-3-(1,1-dimethyl-prop-2-ynyl)-urea ClCCNC(=O)NC(C#C)(C)C